N1[C@@H](CCC1)C(=O)N1C[C@@H]2NCC[C@@]2(C1)CCCB(O)O (3aR,6aR)-5-(L-prolyl)-3a-(3-boronopropyl)hexahydropyrrolo[3,4-b]pyrrole